ClC1=CC=C(OC2=CC(=NC=C2C)NC(C=C)=O)C=C1 N-{4-(4-chlorophenoxy)-5-methylpyridin-2-yl}acrylamide